FC1=CC=C(C=C1)C=1SC=C(N1)C(=O)NC1=CC2=CN(N=C2C=C1C1=CC=C(C=C1)C(NCC1=COC=C1)=O)CCC(C)(C)O 2-(4-Fluorophenyl)-N-(6-(4-((furan-3-ylmethyl)carbamoyl)phenyl)-2-(3-hydroxy-3-methylbutyl)-2H-indazol-5-yl)thiazole-4-carboxamide